ClC=1N=C(C2=C(N1)SC=N2)NC=2N=CN(C2)C2=CC(=C(C(=C2)OC)OC)OC 5-chloro-N-(1-(3,4,5-trimethoxyphenyl)-1H-imidazol-4-yl)thiazolo[5,4-d]pyrimidin-7-amine